FC=1C(=NC(=CC1)C)NC=1C2=C(NN1)C(N(C2)C(=O)OC(C)(C)C)(C)C Tert-Butyl 3-[(3-fluoro-6-methylpyridin-2-yl)amino]-6,6-dimethyl-4,6-dihydropyrrolo[3,4-c]pyrazole-5(1H)-carboxylate